CC=1C=C2C(=CC(=NC2=C(C1)C(C)NC1=C(C=CC=C1)S(=O)(=O)C)N1CCOCC1)C#N 6-methyl-8-(1-((2-(methylsulfonyl)phenyl)amino)ethyl)-2-morpholinoquinoline-4-carbonitrile